1-(carboxymethyl)-5-((carboxymethyl)carbamoyl)-1H-pyrrole-2-carboxylic acid C(=O)(O)CN1C(=CC=C1C(NCC(=O)O)=O)C(=O)O